((dimethylamino)methyl)-5-(((8-(octanoyloxy)octanoyl)oxy)methyl)benzyl-3-octylundecanoate CN(C)CC(C(=O)[O-])(C(CCCCCCCC)CCCCCCCC)CC1=CC=CC(=C1)COC(CCCCCCCOC(CCCCCCC)=O)=O